ClC1=CC(=C2C(=N1)N(C=C2)C)C(=C)OCC 6-chloro-4-(1-ethoxyvinyl)-1-methyl-1H-pyrrolo[2,3-b]pyridine